2,5-di-n-octylfuran C(CCCCCCC)C=1OC(=CC1)CCCCCCCC